2-hydroxypropyl-amide OC(C[NH-])C